ClC=1C=CN2C1C(NC1=C2SC(=C1)CN1CCN(CC1)C=1C=CC(=NC1F)C(=O)NC)=O 5-(4-((6-chloro-5-oxo-4,5-dihydropyrrolo[1,2-a]thieno[3,2-e]pyrazin-2-yl)methyl)piperazin-1-yl)-6-fluoro-N-methylpyridinecarboxamide